chromen-2-one O1C(C=CC2=CC=CC=C12)=O